ClC1=C(C=CC=C1)N1CCC(CC1)CN1C(OC(C2=C1C=CC=C2)=O)=O ((1-(2-chlorophenyl)piperidin-4-yl)methyl)-1H-benzo[d][1,3]oxazine-2,4-dione